O1CCOC2=C1C=CC(=C2)C(C)(C)NC(C)=O N-[2-(2,3-dihydro-1,4-benzodioxin-6-yl)propan-2-yl]acetamide